CC(C)(OCCCC)C1=C(OC2=NC=CC=C2NC(=O)NC2=CC=C(C=C2)OC(F)(F)F)C=CC=C1 1-{2-[2-(1-methyl-1-butoxy-ethyl)-phenoxy]pyridin-3-yl}-3-(4-trifluoromethoxy-phenyl)-urea